O1CC(=CC1)C1=CC=C2C=C(N=CC2=C1)CO (7-(2,5-Dihydrofuran-3-yl)isoquinolin-3-yl)methanol